Methyl 1-(4-formylphenyl)-1H-pyrazole-4-carboxylate C(=O)C1=CC=C(C=C1)N1N=CC(=C1)C(=O)OC